BrC1=C(N=C2N1CCC(C2)(C)C)C(=O)O 3-bromo-7,7-dimethyl-6,8-dihydro-5H-imidazo[1,2-a]pyridine-2-carboxylic acid